2-bromothiazole sulfate S(=O)(=O)(O)O.BrC=1SC=CN1